Cl.BrC=1C=C2C(=C3C(=NC2=CC1)CCCCC3)N 2-bromo-6H,7H,8H,9H,10H-cyclohepta[b]quinoline-11-amine hydrochloride